C(C)(C)(C)N(C(O)=O)CCCNC.CC=1C=C2C3=C(NC2=CC1)C(N(C=C3)CCC(=O)NCC3=CC(=CC=C3)C(F)(F)F)=O 3-(6-methyl-1-oxo-1,9-dihydro-2H-pyrido[3,4-b]indol-2-yl)-N-(3-(trifluoromethyl)benzyl)propanamide tert-Butyl-(3-(methylamino)propyl)carbamate